(S)-2-((3-hydroxy-4-methylenepyrrolidin-1-yl)sulfonyl)benzonitrile O[C@@H]1CN(CC1=C)S(=O)(=O)C1=C(C#N)C=CC=C1